O=C1NC(CCC1C1=NN(C2=C(C(=C(C=C12)F)C1CCN(CC1)[C@H](C)C1CCN(CC1)C(=O)OC(C)(C)C)F)C)=O tert-butyl 4-[(1R)-1-[4-[3-(2,6-dioxo-3-piperidyl)-5,7-difluoro-1-methyl-indazol-6-yl]-1-piperidyl]ethyl]piperidine-1-carboxylate